C[C@]12C[C@@H](CCC2=CCC[C@H]1C)C(=C)C (3R,4aS,5R)-4a,5-Dimethyl-3-(prop-1-en-2-yl)-1,2,3,4,4a,5,6,7-octahydronaphthalene